C(C)(=O)OC[C@@H]1[C@H]([C@@H]([C@H](C(O)O1)OC(CC)=O)OC(CC)=O)OC(CC)=O 6-O-acetyl-2,3,4-tri-O-propionyl-D-glucopyranose